C(C)(=O)O[C@@H]1[C@@H]([C@H]([C@@H](SC2(C(N=CC=C2)C#N)Cl)O[C@@H]1COC(C)=O)OC)N1N=NC(=C1)C=1SC=C(N1)Cl 3-Chloro-2-cyanopyridin-3-yl 4,6-di-O-acetyl-3-[4-(4-chlorothiazol-2-yl)-1H-1,2,3-triazol-1-yl]-3-deoxy-2-O-methyl-1-thio-α-D-galactopyranoside